NC[C@@H](C)NC(=O)C1=CC2=CC=CC(=C2C=C1)C1=CC=C(C=C1)C(F)(F)F (R)-N-(1-amino-propan-2-yl)-5-(4-(trifluoromethyl)phenyl)-2-naphthamide